3-(1-oxo-5-(1-((4-phenyl-1H-imidazol-2-yl)methyl)piperidin-4-yl)isoindolin-2-yl)piperidine-2,6-dione O=C1N(CC2=CC(=CC=C12)C1CCN(CC1)CC=1NC=C(N1)C1=CC=CC=C1)C1C(NC(CC1)=O)=O